ClC=1C(=CC(=C(C1)S(=O)(=O)NC=1SC=CN1)F)NC(CC(F)(F)F)C1=CC=CC=C1 5-chloro-2-fluoro-N-(thiazol-2-yl)-4-((3,3,3-trifluoro-1-phenylpropyl)amino)benzenesulfonamide